C(CCCCC)OC(CC1=CC(=C(C=C1)O)OC)=O hexyl-2-(4-hydroxy-3-methoxy-phenyl)acetate